OC1=CC(=C2C(=C(C(OC2=C1C=O)=O)CCC(=O)N1CCOCC1)C)OCCOC 7-hydroxy-5-(2-methoxyethoxy)-4-methyl-3-(3-morpholino-3-oxopropyl)-2-oxo-2H-chromen-8-carboxaldehyde